((R)-1-(2-(((1s,3S)-3-hydroxy-3-methylcyclobutyl)amino)-2-oxoethyl)piperidin-3-yl)tert-butyl carbamate C(N)(OC(C[C@@H]1CN(CCC1)CC(=O)NC1CC(C1)(C)O)(C)C)=O